1-isopropyl-1H-pyrrole-3-amide C(C)(C)N1C=C(C=C1)C(=O)N